NC1=C(C(=O)N)C(=C(C(=C1F)Br)F)F 2-amino-4-bromo-3,5,6-trifluorobenzamide